C(C1=CC=CC=C1)C(CN1CCN(CC1)C1=CC=CC=C1)N Benzyl-2-(4-phenylpiperazin-1-yl)ethan-1-amine